N-((9-(4-fluorophenyl)-6-oxaspiro[4.5]dec-8-en-8-yl)methyl)-1-(3-methoxythiophen-2-yl)methylamine hydrochloride Cl.FC1=CC=C(C=C1)C1=C(COC2(CCCC2)C1)CNCC=1SC=CC1OC